COC(C)C=1C=C(C2=C(N=C(O2)N2CC3CCC(C2)N3C(=O)OC(C)(C)C)C1)C=1SC=CN1 tert-Butyl 3-(5-(1-methoxyethyl)-7-(thiazol-2-yl)benzo[d]oxazol-2-yl)-3,8-diazabicyclo[3.2.1]octane-8-carboxylate